6-(difluoromethyl)-N4-[(2R,4R)-2-methyltetrahydro-2H-pyran-4-yl]quinoline-3,4-diamine FC(C=1C=C2C(=C(C=NC2=CC1)N)N[C@H]1C[C@H](OCC1)C)F